C(C=CCCC=C)O 2,6-Heptadien-1-ol